S1C(=NC2=C1C=CC=C2)C(=O)Cl benzo[d]thiazole-2-carbonyl chloride